(R,S)-N,N-Dimethylphenyl[4-(4,4,5,5-tetramethyl-1,3,2-dioxaborolan-2-yl)-1H-pyrazol-1-yl]acetamide CN(C([C@H](N1N=CC(=C1)B1OC(C(O1)(C)C)(C)C)C1=CC=CC=C1)=O)C